5-(3-(piperidine-1-carbonyl)pyrazolo[1,5-a]pyridin-7-yl)-N-(pyridin-3-yl)nicotinamide N1(CCCCC1)C(=O)C=1C=NN2C1C=CC=C2C=2C=NC=C(C(=O)NC=1C=NC=CC1)C2